N-(1-adamantylmethyl)-2-chloro-5-[3-(3-hydroxypropylamino)propyl]benzamide but-3-ynyl-N-[6-[[(Z)-[(1-methyltetrazol-5-yl)-phenyl-methylene]amino]oxymethyl]-2-pyridyl]carbamate C(CC#C)OC(NC1=NC(=CC=C1)CO\N=C(\C1=CC=CC=C1)/C1=NN=NN1C)=O.C12(CC3CC(CC(C1)C3)C2)CNC(C2=C(C=CC(=C2)CCCNCCCO)Cl)=O